N1N=CC(=C1)N1CCC(CC1)CN1CCC2(CN(C2)C(=O)OC(C)(C)C)CC1 tert-butyl 7-((1-(1H-pyrazol-4-yl) piperidin-4-yl)methyl)-2,7-diazaspiro[3.5]nonane-2-carboxylate